(R)-4-((3-amino-3-methylpyrrolidin-1-yl)methyl)-N-(4-(4-morpholino-7H-pyrrolo[2,3-d]pyrimidin-6-yl)phenyl)picolinamide N[C@]1(CN(CC1)CC1=CC(=NC=C1)C(=O)NC1=CC=C(C=C1)C1=CC2=C(N=CN=C2N2CCOCC2)N1)C